C(CCC(=O)O)(=O)O.C1=NN=CC2=CC=CC=C12 phthalazine Succinate